(S)-5-(1-(difluoromethyl)-4-((3-fluoropyrrolidin-3-yl)methoxy)-1H-pyrazol-5-yl)-N-(2,6-dimethylpyrimidin-4-yl)pyrazolo[1,5-a]pyridin-2-amine FC(N1N=CC(=C1C1=CC=2N(C=C1)N=C(C2)NC2=NC(=NC(=C2)C)C)OC[C@]2(CNCC2)F)F